3-(azidomethyl)-1H-indole-6-carbonitrile N(=[N+]=[N-])CC1=CNC2=CC(=CC=C12)C#N